(2S)-2-fluoro-2-[[(2S,5R)-3-methyl-7-oxo-2-(pyrazin-2-ylmethylcarbamoyl)-1,6-diazabicyclo[3.2.1]oct-3-en-6-yl]oxy]acetic acid lithium salt [Li+].F[C@@H](C(=O)[O-])ON1[C@@H]2C=C([C@H](N(C1=O)C2)C(NCC2=NC=CN=C2)=O)C